Tert-Butyl 2-[11-chloro-2-oxo-7-(trifluoromethyl)-7,8-dihydro-2H-[3]benzoxocino[5,6-c]pyridin-3(5H)-yl]-3-[(2R)-1,4-dioxan-2-yl]propanoate ClC=1C=CC2=C(C1)C=1C(=CN(C(C1)=O)C(C(=O)OC(C)(C)C)C[C@H]1OCCOC1)COC(C2)C(F)(F)F